(+-)-2-methoxymethyl-2,5-dimethylindan COC[C@@]1(CC2=CC=C(C=C2C1)C)C |r|